13-(3-cyanopropyl)-3-(hex-5-yn-1-yloxy)-2,9,10-trimethoxy-5,6-dihydroisoquinolino[3,2-a]isoquinolin-7-ium C(#N)CCCC1=C2C=CC(=C(C2=C[N+]2=C1C=1C=C(C(=CC1CC2)OCCCCC#C)OC)OC)OC